1-(5-fluoro-1H-indol-2-yl)naphthalene-2-ol FC=1C=C2C=C(NC2=CC1)C1=C(C=CC2=CC=CC=C12)O